FCC1CN(CC1)CCOC1=CC=C(C=C1)OC1OCCCC1 3-(fluoromethyl)-1-(2-(4-((tetrahydro-2H-pyran-2-yl)oxy)phenoxy)ethyl)pyrrolidine